C(CCCCCCC\C=C/C\C=C/CCCCC)(=O)O.OC[C@H](O)[C@@H](O)[C@H](O)[C@H](O)CO sorbitol monolinoleate